Cl.CC1(CNCCOC1)O 6-Methyl-1,4-oxazepan-6-ol hydrochloride